6-(6-(4,4-difluoropiperidine-1-carbonyl)naphthalen-1-yl)-2-methylisoquinolin-1(2H)-one FC1(CCN(CC1)C(=O)C=1C=C2C=CC=C(C2=CC1)C=1C=C2C=CN(C(C2=CC1)=O)C)F